(3S)-3-(3',3'-difluoro-1'-(3-(1-(methyl-d3)-1H-pyrazol-4-yl)benzyl)-6-oxo-6,8-dihydro-2H,7H-spiro[furo[2,3-e]isoindole-3,4'-piperidin]-7-yl)piperidine-2,6-dione FC1(CN(CCC12COC1=C3CN(C(C3=CC=C12)=O)[C@@H]1C(NC(CC1)=O)=O)CC1=CC(=CC=C1)C=1C=NN(C1)C([2H])([2H])[2H])F